4-(2-(2-(1-methyl-1H-pyrazol-4-yl)ethoxy)-6-(3-((2-methylpyridin-4-yl)oxy)-1H-pyrazol-1-yl)pyrimidin-4-yl)morpholine CN1N=CC(=C1)CCOC1=NC(=CC(=N1)N1CCOCC1)N1N=C(C=C1)OC1=CC(=NC=C1)C